C1(CC1)N1N=C(C=C1C(=O)O)OC 2-cyclopropyl-5-methoxy-pyrazole-3-carboxylic acid